1-(3-methoxyphenyl)ethan-1-one COC=1C=C(C=CC1)C(C)=O